C(C1=CC=CC=C1)OC1=CC(=C(C=C1F)C1=CCCC2=CC(=CC=C12)OC(C)(C)C)OC 4-(4-benzyloxy-5-fluoro-2-methoxy-phenyl)-7-tert-butoxy-1,2-dihydronaphthalene